2-(3-fluorophenyl)thiazole-5-carbaldehyde FC=1C=C(C=CC1)C=1SC(=CN1)C=O